CN(CC1=CC=CC=C1)CC=1C=C(N\C(\C2=CC=CC=C2)=C\2/C(NC3=CC(=CC=C23)C(N)=O)=O)C=CC1 3-Z-[1-(3-(N-methyl-N-benzyl-aminomethyl)-anilino)-1-phenyl-methylene]-6-carbamoyl-2-indolinone